8-chlorophenanthridine-6(5H)-thione ClC=1C=C2C(NC=3C=CC=CC3C2=CC1)=S